N-methoxy-N,2,2-trimethyl-8-(2,2,2-trifluoroacetyl)-1H-quinoline-6-carboxamide CON(C(=O)C=1C=C2C=CC(NC2=C(C1)C(C(F)(F)F)=O)(C)C)C